C(#N)C=1C=C(C=CC1)C(C(=O)O)CC=O (3-cyanophenyl)-4-oxobutanoic acid